C(C)N(C(C1=C(C=CC(=C1)F)C1=C2C=NN(C2=CC(=C1)[C@H]1CN(CC1)CC1(CCC(CC1)NS(=O)(=O)CC)O)C)=O)C(C)C N-ethyl-5-fluoro-2-[1-methyl-6-[(3S)-1-{[(1s,4s)-4-ethanesulfonamido-1-hydroxycyclohexyl]methyl}pyrrolidin-3-yl]-1H-indazol-4-yl]-N-(isopropyl)benzamide